3-((6-(trifluoromethyl)pyridin-3-yl)oxy)-1',2',3',6'-tetrahydro-2,4'-bipyridine FC(C1=CC=C(C=N1)OC=1C(=NC=CC1)C=1CCNCC1)(F)F